NCC(CC[Si](OCC)(OCC)OCC)(C)C 4-amino-3,3-dimethyl-butyl-triethoxysilane